(R)-2-(4-Ethyl-4,5-dihydrooxazol-2-yl)-4-fluoroaniline C(C)[C@H]1N=C(OC1)C1=C(N)C=CC(=C1)F